CC1=NC2=CC(=C(C=C2C(=N1)N[C@H](C)C1=CC(=CC(=C1)C(F)(F)F)[N+](=O)[O-])C1CCC(CC1)C(=O)OC)C methyl (1R,4R)-4-(2,7-dimethyl-4-(((R)-1-(3-nitro-5-(trifluoromethyl)phenyl)ethyl)amino)quinazolin-6-yl)cyclohexane-1-carboxylate